C(C)(C)(C)OC(=O)NC=1N=CC(=NC1)CNC=1C=C(C(=O)OC)C=CC1C methyl 3-[({5-[(tert-butoxycarbonyl)amino]pyrazin-2-yl}methyl) amino]-4-methylbenzoate